C1(CC1)C([C@H](C(=O)NC1=NC=C(C=C1F)C=1C(=NNC1C)C)NC(=O)C=1N(N=CC1)CC)C1CC1 N-[(1R)-1-(dicyclopropylmethyl)-2-[[5-(3,5-dimethyl-1H-pyrazol-4-yl)-3-fluoro-2-pyridyl]amino]-2-oxo-ethyl]-2-ethyl-pyrazole-3-carboxamide